C1=C(C=CC=2CCCCC12)C(=O)Cl 5,6,7,8-tetrahydronaphthalene-2-carbonyl chloride